2,3-dimethyl-3-pentanol CC(C)C(CC)(O)C